oxybis[3-fluoroaniline] O(NC1=CC(=CC=C1)F)NC1=CC(=CC=C1)F